C(C(C)O)O 1,2-propylene glycol